(S)-5-(isopropyl(methyl)amino)-6-methyl-3-((3-(2-(2-(N-methylacrylamido)propanamido)ethyl)phenyl)amino)pyrazine-2-carboxamide C(C)(C)N(C=1N=C(C(=NC1C)C(=O)N)NC1=CC(=CC=C1)CCNC([C@H](C)N(C(C=C)=O)C)=O)C